C=C1CN2C=CCC2=C1 6-methylene-1H-pyrrolizine